C1(=CC=CC=C1)C1=NCCC1 2-Phenyl-1-pyrroline